4-((1-(5-(4,4-difluoropiperidin-1-yl)-9-methyl-2-(trifluoromethyl)imidazo[1,2-c]quinazolin-7-yl)ethyl)amino)isothiazole-3-carboxylic acid FC1(CCN(CC1)C1=NC=2C(=CC(=CC2C=2N1C=C(N2)C(F)(F)F)C)C(C)NC=2C(=NSC2)C(=O)O)F